C(C)(C)(C)OC(=O)N1CCN(CC1)CC1=C(C=C(C=C1OC)C1=CN(C(C=2CN(CCC12)C(NC)=O)=O)C)OC tert-butyl-4-([2,6-dimethoxy-4-[2-methyl-7-(methylcarbamoyl)-1-oxo-6,8-dihydro-5H-2,7-naphthyridin-4-yl]phenyl]methyl)piperazine-1-carboxylate